NC1=CC(=C(C(=N1)Cl)Cl)SC=1N=C(C(=NC1)N1CCC2([C@@H]([C@@H](OC2)C)N)CC1)S(=O)C (3S,4S)-8-(5-((6-amino-2,3-dichloropyridin-4-yl)thio)-3-(methylsulfinyl)pyrazin-2-yl)-3-methyl-2-oxa-8-azaspiro[4.5]decan-4-amine